Dimethoxytolylpropyl-resorcinol COC1=CC(=C(C(=C1O)CCCC1=C(C=CC=C1)C)O)OC